6-(2,6-dichlorophenyl)-8-methyl-2-{[3-(methylthio)phenyl]amino}pyrido[2,3-d]pyrimidin-7(8H)-one ClC1=C(C(=CC=C1)Cl)C1=CC2=C(N=C(N=C2)NC2=CC(=CC=C2)SC)N(C1=O)C